FC=1C=C2C(NC(NC2=CC1F)=O)=O 6,7-difluoroquinazoline-2,4(1H,3H)-dione